NC(C)C=1C=C(C=CC1)C1=C(N=C(C(=N1)N)C1=C(C(=CC=C1)Cl)Cl)C=1OC=NN1 6-(3-(1-aminoethyl)phenyl)-3-(2,3-dichlorophenyl)-5-(1,3,4-oxadiazol-2-yl)pyrazin-2-amine